C(C)(C)(C)OC(=O)NC1CCC(CC1)NC(OCC1=CC=CC=C1)=O benzyl N-[(1r,4r)-4-{[(tert-butoxy)carbonyl]amino}cyclohexyl]carbamate